2-(Methylthio)-4-(4-fluorophenyl)-5-(4-pyridinyl)-1H-imidazole CSC=1NC(=C(N1)C1=CC=C(C=C1)F)C1=CC=NC=C1